ClC=1C(=CC(=C(C1)S(=NC(C1=CC(=C(C=C1)F)F)=O)(=O)C)C)N=CN(C)CC N-((5-Chloro-4-(((ethyl(methyl)amino)methylen)amino)-2-methylphenyl)(methyl)(oxo)-λ6-sulfaneyliden)-3,4-difluorobenzamid